N-p-methylphenyl-isoquinolin-1-amine CC1=CC=C(C=C1)NC1=NC=CC2=CC=CC=C12